C1=C(C=CC2=CC=CC=C12)C1=NC(=NC(=N1)C1=CC2=CC=CC=C2C=C1)B(O)O (4,6-bis(naphthalen-2-yl)-1,3,5-triazin-2-yl)boronic acid